O1C=NC2=C1C=CC(=C2)CN(C(=O)[C@H]2[C@@H](CCC2)S(=O)(=O)C2=CC=C(C)C=C2)C2CCC(CC2)(F)F (1S,2R)-2-(Toluene-4-sulfonyl)-cyclopentanecarboxylic acid benzooxazol-5-ylmethyl-(4,4-difluoro-cyclohexyl)-amide